FC1CC(N(C1)C(CC1=C2C=CC=NC2=CC=C1)=O)C(=O)NC(C1=NC=C(C=C1)C(C)C)C1=CC=CC=C1 4-fluoro-N-{phenyl[5-(propan-2-yl)pyridin-2-yl]methyl}-1-[2-(quinolin-5-yl)acetyl]pyrrolidine-2-carboxamide